2,2',7,7'-tetramethoxy-9,9'-spirobifluorene COC1=CC=2C3(C4=CC(=CC=C4C2C=C1)OC)C1=CC(=CC=C1C=1C=CC(=CC13)OC)OC